ClC=1C2=CN(N=C2C=CC1SC=1C=2N(C(=NC1)N1CCC3(CCNCC3NC(OC(C)(C)C)=O)CC1)C=CN2)C tert-butyl (9-(8-((4-chloro-2-methyl-2H-indazol-5-yl)thio)imidazo[1,2-c]pyrimidin-5-yl)-3,9-diazaspiro[5.5]undecane-1-yl)carbamate